tert-butyl 2-[(5-chloropyrazin-2-yl)methyl]-2,7-diazaspiro[3.5]nonane-7-carboxylate ClC=1N=CC(=NC1)CN1CC2(C1)CCN(CC2)C(=O)OC(C)(C)C